FC1(CCN(CC1)C=1N=C(C=C2C1OCC2)[N+](=O)[O-])F 7-(4,4-difluoropiperidin-1-yl)-5-nitro-2,3-dihydrofurano[2,3-c]pyridine